C(C)(=O)C=1C=C(C=CC1)NC(=O)NC1=CC(=C(C=C1)OCCN(C)C)C=1N(N=CC1)C 1-(3-Acetyl-phenyl)-3-[4-(2-dimethylamino-ethoxy)-3-(2-methyl-2H-pyrazol-3-yl)-phenyl]-urea